ClC=1C(=NN(C1C)C=1C=C(C(=O)N(C2=CC3=C(N=C(O3)C)C=C2)C)C=CC1)C 3-(4-chloro-3,5-dimethyl-pyrazol-1-yl)-N-methyl-N-(2-methyl-1,3-benzoxazol-6-yl)benzamide